2-[[4-[3-cyclopropyl-5-isobutyl-2-(2H-tetrazol-5-yl)phenyl]piperazin-1-yl]methyl]-1,3-benzothiazole C1(CC1)C=1C(=C(C=C(C1)CC(C)C)N1CCN(CC1)CC=1SC2=C(N1)C=CC=C2)C=2N=NNN2